tert-Butyl (1-acetylpiperidin-4-yl)((6-(2-chloro-3-(3-chloro-2-(2-formyl-8-methoxy-[1,2,4]triazolo[1,5-a]pyridin-6-yl)pyridin-4-yl)phenyl)-2-methoxypyridin-3-yl)methyl)carbamate C(C)(=O)N1CCC(CC1)N(C(OC(C)(C)C)=O)CC=1C(=NC(=CC1)C1=C(C(=CC=C1)C1=C(C(=NC=C1)C=1C=C(C=2N(C1)N=C(N2)C=O)OC)Cl)Cl)OC